OCCN1N=C2C=CC=CC2=C1C(=O)NC1CCC(CC1)CN1C(N(C2=C1C=CC=C2)C2=CC=C(C=C2)C)=O 2-(2-hydroxyethyl)-N-((1r,4r)-4-((2-oxo-3-(p-tolyl)-2,3-dihydro-1H-benzo[d]imidazol-1-yl)methyl)cyclohexyl)-2H-indazole-3-carboxamide